4-(2-(6-(4-chloronaphthalene-1-yl)-1,1-dioxido-1,2,6-thiadiazinan-2-yl)acetamido)adamantan-1-carboxamide ClC1=CC=C(C2=CC=CC=C12)N1CCCN(S1(=O)=O)CC(=O)NC1C2CC3(CC(CC1C3)C2)C(=O)N